(3S)-3-(5-(((3S)-1-((8-Fluoro-2-(tetrahydro-2H-pyran-4-yl)-1,2-dihydroquinazolin-6-yl)methyl)pyrrolidin-3-yl)oxy)-1-oxoisoindolin-2-yl)piperidine-2,6-dione FC=1C=C(C=C2C=NC(NC12)C1CCOCC1)CN1C[C@H](CC1)OC=1C=C2CN(C(C2=CC1)=O)[C@@H]1C(NC(CC1)=O)=O